7-chloro-1-(2-((S)-1-(2,2-difluorobenzo[d][1,3]dioxol-5-yl)ethoxy)pyridine-4-yl)-3-(trifluoromethyl)-4,5,6,7-tetrahydro-1H-indazole ClC1CCCC=2C(=NN(C12)C1=CC(=NC=C1)O[C@@H](C)C1=CC2=C(OC(O2)(F)F)C=C1)C(F)(F)F